N4-{2-[4-(ethoxymethyl)-4-methylpiperidin-1-yl]Phenyl}-N1,N1-dimethylbenzene-1,4-disulfonamide C(C)OCC1(CCN(CC1)C1=C(C=CC=C1)NS(=O)(=O)C1=CC=C(C=C1)S(=O)(=O)N(C)C)C